O=C1N(CCC1)CC(=O)C1C(C2=CC=3C(C(C(C3C=C2C1=O)=O)C(CN1C(CCC1)=O)=O)=O)=O 2,6-bis[2-(2-oxopyrrolidin-1-yl)acetyl]-1,2,3,5,6,7-hexahydro-s-indacene-1,3,5,7-tetrone